CS(=O)(=O)OCC=1C=NC(=CC1)Br (6-bromopyridin-3-yl)methyl methanesulfonate